1,2-di(hexadecylphosphino)ethane tris-(4-methoxyphenyl)phosphate COC1=CC=C(C=C1)OP(=O)(OC1=CC=C(C=C1)OC)OC1=CC=C(C=C1)OC.C(CCCCCCCCCCCCCCC)PCCPCCCCCCCCCCCCCCCC